5-cyclopropyl-4-[2-(methylsulfonyl)-4-(trifluoromethyl)benzoyl]isoxazole C1(CC1)C1=C(C=NO1)C(C1=C(C=C(C=C1)C(F)(F)F)S(=O)(=O)C)=O